2-(4,4-difluoropiperidin-1-yl)-6-methoxy-N-(4-methyl-1H-pyrazol-3-yl)-7-(3-(pyrrolidin-1-yl)propoxy)quinazolin-4-amine FC1(CCN(CC1)C1=NC2=CC(=C(C=C2C(=N1)NC1=NNC=C1C)OC)OCCCN1CCCC1)F